3-((1-(4-(2-(2-Aminopyridin-3-yl)-5-phenyl-3H-imidazo[4,5-b]pyridin-3-yl)benzyl)piperidin-4-yl)(ethyl)amino)-4-methoxycyclobut-3-ene-1,2-dione NC1=NC=CC=C1C1=NC=2C(=NC(=CC2)C2=CC=CC=C2)N1C1=CC=C(CN2CCC(CC2)N(C=2C(C(C2OC)=O)=O)CC)C=C1